OC1CC(N(C1)C([C@H](C(C)(C)C)N1N=NC(=C1)CC(C1=CC=CC=C1)O)=O)C(=O)NC 4-hydroxy-1-[(2S)-2-[4-(2-hydroxy-2-phenyl-ethyl)triazol-1-yl]-3,3-dimethyl-butyryl]-N-methyl-pyrrolidine-2-carboxamide